C1(CC1)C1=NC=NC(=C1C=1N=CC2=C(N1)C(=NN2COCC[Si](C)(C)C)CC2=CC=C(C=C2)N2N=C(C=C2OC)C(F)(F)F)OC 2-[[5-(4-cyclopropyl-6-methoxy-pyrimidin-5-yl)-3-[[4-[5-methoxy-3-(trifluoromethyl)pyrazol-1-yl]phenyl]methyl]pyrazolo[4,3-d]pyrimidin-1-yl]methoxy]ethyl-trimethyl-silane